Methyl (S)-6-((cyclopropyl(phenyl)methyl)amino)-5-fluoronicotinate C1(CC1)[C@@H](C1=CC=CC=C1)NC1=NC=C(C(=O)OC)C=C1F